CC(C)(CC(C)(C)C)N1C(N(C=C1)C(C)(CC(C)(C)C)C)=[Cu-2]Cl 1,3-bis(2,4,4-trimethylpentan-2-yl)-2,3-dihydro-1H-imidazol-2-ylidenecopper(I) chloride